4-(2-methoxyethoxy)benzamide COCCOC1=CC=C(C(=O)N)C=C1